7-Bromo-1,2-diphenylbenzo[e]benzimidazole BrC1=CC2=C(C3=C(N=C(N3C3=CC=CC=C3)C3=CC=CC=C3)C=C2)C=C1